CC=1C(=NC(=NC1)N)C1=CC=C(C=C1)NC1=NC(=NC=C1)N1CCOCC1 5-methyl-4-(4-((2-morpholinopyrimidin-4-yl)amino)phenyl)pyrimidin-2-amine